Bromo-triazine BrC1=NN=NC=C1